C(C=C)[C@H]1[C@](CN(C1)C(=O)OC(C)(C)C)(C(=O)O[C](C)C1=CC=CC=C1)N=[N+]=[N-] |r| 1-(tert-butyl) 3-(1-phenyl-1λ3-ethyl) (rac)-trans-4-allyl-3-azidopyrrolidine-1,3-dicarboxylate